COC1=CC=C(C=C1)NC1=NC=2C3=C(CCC2C=N1)C(=NN3C)C(=O)OCC ethyl 8-[(4-methoxyphenyl)amino]-1-methyl-4,5-dihydro-1H-pyrazolo[4,3-h]quinazoline-3-carboxylate